O([C@H]1[C@H](O)[C@@H](O)[C@@H](O)[C@H](O1)CO)C1=C(C=CC=C1)[N+](=O)[O-] o-nitrophenyl β-galactopyranoside